BrC1=CC=C2C=CC(NC2=C1)=O 7-bromo-2-oxoquinolin